(2-(3,4-dimethoxyphenyl)-3-(2,2,2-trifluoroethyl)-1H-indol-5-yl)(hexahydropyrrolo[3,4-c]pyrrol-2(1H)-yl)methanone hydrochloride Cl.COC=1C=C(C=CC1OC)C=1NC2=CC=C(C=C2C1CC(F)(F)F)C(=O)N1CC2CNCC2C1